calcium carbonate-sodium salt [Na+].C([O-])([O-])=O.[Ca+2]